7-(4-(4-(benzo[b]thiophen-4-yl)piperazin-1-yl)butoxy)-N-(2-hydroxyethyl)-2-oxoquinoline-1(2H)-carboxamide S1C2=C(C=C1)C(=CC=C2)N2CCN(CC2)CCCCOC2=CC=C1C=CC(N(C1=C2)C(=O)NCCO)=O